C1(=CC=C(C=C1)COC1=C2C(OC(C2=CC=C1)=O)=O)COC1=C2C(OC(C2=CC=C1)=O)=O 4,4'-((1,4-phenylenebis(methylene))bis(oxy))bis(isobenzofuran-1,3-dione)